C(C)OC(=O)C=1C2=C(SC1)C=CC(=C2)C=2C=NN(C2)C 5-(1-Methyl-1H-pyrazol-4-yl)benzo[b]thiophene-3-carboxylic acid ethyl ester